O1CCC12CN(CCC2)C=2OC1=C(N2)C=C(C=C1)NC(=O)C=1C=CC2=C(CCO2)C1 2,3-dihydro-benzofuran-5-carboxylic acid [2-(1-oxa-6-aza-spiro[3.5]non-6-yl)-benzooxazol-5-yl]-amide